C1(CCC1)C=1C(=C(C(=O)O)C=C(C1)C=1NC(=CN1)COC)C cyclobutyl-5-(5-(methoxymethyl)-1H-imidazol-2-yl)-2-methylbenzoic acid